C1NCCC12CCN(CC2)C=2C=CC=C1C(=NN(C21)C)C2C(NC(CC2)=O)=O 3-[7-(2,8-diazaspiro[4.5]decan-8-yl)-1-methyl-indazol-3-yl]piperidine-2,6-dione